4-fluoromethyl-2(5H)-furanone FCC1=CC(OC1)=O